N-(7-amino-5-fluoro-4-methyl-1-oxo-2,3-dihydro-1H-inden-2-yl)acetamide NC=1C=C(C(=C2CC(C(C12)=O)NC(C)=O)C)F